PHENYLBUTANOATE C1(=CC=CC=C1)OC(CCC)=O